N-(8'-(azetidin-1-yl)-4'H-spiro[cyclopropane-1,5'-naphtho[2,1-d]isoxazol]-3'-yl)-2,6-dimethoxy-4-((methylsulfonyl)methyl)benzenesulfonamide N1(CCC1)C1=CC=C2C3(CC=4C(=NOC4C2=C1)NS(=O)(=O)C1=C(C=C(C=C1OC)CS(=O)(=O)C)OC)CC3